2-chloro-4-[(2,6-dichlorobenzyl)amino]pyrimidin-5-carboxamide ClC1=NC=C(C(=N1)NCC1=C(C=CC=C1Cl)Cl)C(=O)N